C1(=CC=CC=C1)P(=O)(C1=CC=CC=C1)CC(CCN1C(C=2C(C1=O)=CC=CC2)=O)=NO N-(4-diphenylphosphoryl-3-hydroxyiminobutyl)phthalimide